(Z)-4-(3-(3-bromo-5-chlorophenyl)-1,4,4,4-tetrafluorobut-1-en-1-yl)-2-(trifluoromethyl)benzoic acid BrC=1C=C(C=C(C1)Cl)C(\C=C(/F)\C1=CC(=C(C(=O)O)C=C1)C(F)(F)F)C(F)(F)F